BrC=1C=C2C=C(N=CC2=CC1Cl)NC(=O)[C@H]1CC12CC2 (S)-N-(6-bromo-7-chloroisoquinolin-3-yl)spiro[2.2]pentane-1-carboxamide